Cl.CN1N=CC(=C1)C1=CC=C2N=C3CCCCC3=C(C2=C1)N1C[C@H](CC1)N (3S)-1-[7-(1-methyl-1H-pyrazol-4-yl)-1,2,3,4-tetrahydroacridin-9-yl]pyrrolidin-3-amine hydrochloride